C(C)C1=NN(C=C1)C1=CC=C(C=N1)NC(OC(C)(C)C)=O Tert-Butyl N-[6-(3-Ethylpyrazol-1-yl)-3-Pyridyl]Carbamate